C(C=C)(=O)N1C2=C(OCC1)C(=CC=C2)C2=C1C(=C(NC1=C(C=C2F)C(=O)N)C)C 4-(4-acryloyl-3,4-dihydro-2H-benzo[b][1,4]oxazin-8-yl)-5-fluoro-2,3-dimethyl-1H-indole-7-carboxamide